CC(CC1=CC=CC=C1)(C)OC=C(C)C1=CC=CC=C1 (1-((2-methyl-1-phenylprop-2-yl)oxy)prop-1-en-2-yl)benzene